(8S)-N-[(1S)-1-cyano-2-[4-(3-methyl-2-oxo-2,3-dihydro-1,3-benzoxazol-5-yl)phenyl]ethyl]-1,7-dioxa-10-azaspiro[4.6]undecane-8-carboxamide C(#N)[C@H](CC1=CC=C(C=C1)C=1C=CC2=C(N(C(O2)=O)C)C1)NC(=O)[C@H]1OCC2(CCCO2)CNC1